CN([C@@H]1CN(CC1)C(=O)OC(C)(C)C)C1COCC1 tert-Butyl (3S)-3-(methyl(tetrahydrofuran-3-yl)amino)pyrrolidine-1-carboxylate